4-pyridinemethanol N1=CC=C(C=C1)CO